C12COCC(CN(C1)CCCN1C3=C(OC4=C1N=CC(=C4)Br)C=C(C(=C3)C)Br)C2 10-(3-(3-oxa-7-azabicyclo[3.3.1]nonan-7-yl)propyl)-3,7-dibromo-8-methyl-10H-benzo[b]pyrido[2,3-e][1,4]oxazine